ClC=1C(=NC(=NC1)NC=1C=C(C=NC1)N1C(C2(CC1)CCN(CC2)C(=O)OC(C)(C)C)=O)N2CC(CCC2)C2CC2 tert-butyl 2-(5-((5-chloro-4-(3-cyclopropylpiperidin-1-yl)pyrimidin-2-yl)amino)pyridin-3-yl)-1-oxo-2,8-diazaspiro[4.5]decane-8-carboxylate